1,5-bis(4-aminophenyl)penta-1,4-dien-3-one NC1=CC=C(C=C1)C=CC(C=CC1=CC=C(C=C1)N)=O